BrC1=CC=C2C=CN=C(C2=C1)OC 7-bromo-1-methoxyisoquinoline